4-(5-(5-(2,3-dimethylphenyl)-6-methoxy-1-((2-(trimethylsilyl)ethoxy)methyl)-1H-pyrazolo[4,3-b]pyridin-3-yl)pyridin-2-yl)cyclohexane-1-carboxylic acid CC1=C(C=CC=C1C)C1=C(C=C2C(=N1)C(=NN2COCC[Si](C)(C)C)C=2C=CC(=NC2)C2CCC(CC2)C(=O)O)OC